CC1(CN2C(O1)=NC(=C2)C=2C=C(C=CC2F)S(=O)(=O)N(C)CC2=CC=C(C=C2)OC)C 3-(2,2-dimethyl-2,3-dihydroimidazo[2,1-b]oxazol-6-yl)-4-fluoro-N-(4-methoxybenzyl)-N-methylbenzenesulfonamide